FC(C(=O)O)(F)F.COC1=C(CC2CC3(CNC3)C2)C=CC=C1 6-(2-methoxybenzyl)-2-azaspiro[3.3]heptane trifluoroacetate